ClCCN1CCN(CC1)C1=C(C=O)C=CC=N1 2-(4-(2-chloroethyl)piperazin-1-yl)nicotinaldehyde